Carbinol CO